(2S,3R)-2-(9-Fluorenylmethyl-oxycarbonyl)amino-3-azido-butanoic acid C1=CC=CC=2C3=CC=CC=C3C(C12)COC(=O)N[C@H](C(=O)O)[C@@H](C)N=[N+]=[N-]